FC=1C=2N(C=C(C1)C=1N=C3N(C(N1)=O)C=C(C=C3C)N3CCN(C1(CC1)C3)C(=O)OC(C)(C)C)C=C(N2)C tert-butyl 7-(2-(8-fluoro-2-methylimidazo[1,2-a]pyridin-6-yl)-9-methyl-4-oxo-4H-pyrido[1,2-a][1,3,5]triazin-7-yl)-4,7-diazaspiro[2.5]octane-4-carboxylate